2-[(4-propan-2-yloxyphenyl)methylamino]-5-propyl-4H-[1,2,4]triazolo[1,5-a]pyrimidin-7-one CC(C)OC1=CC=C(C=C1)CNC1=NN2C(NC(=CC2=O)CCC)=N1